N-((S)-(7-((R)-Cyclopropyl(4,4,4-trifluorobutanamido)methyl)imidazo[1,2-a]pyrimidin-2-yl)(4,4-difluorocyclohexyl)methyl)-4-methyl-1,2,5-oxadiazole-3-carboxamide C1(CC1)[C@H](C1=NC=2N(C=C1)C=C(N2)[C@@H](NC(=O)C2=NON=C2C)C2CCC(CC2)(F)F)NC(CCC(F)(F)F)=O